C(C)(C)(C)C1N2C(C=3N(N=C4C(=CC=CC34)OCC3CCOCC3)C1)=CC(C(=C2)C(=O)O)=O 6-(tert-butyl)-2-oxo-10-((tetrahydro-2H-pyran-4-yl)methoxy)-6,7-dihydro-2H-pyrido[2',1':3,4]pyrazino[1,2-b]indazole-3-carboxylic acid